N-(3-(2-hydroxy-2-methylpropoxy)-1-methyl-1H-pyrazol-4-yl)formamide OC(COC1=NN(C=C1NC=O)C)(C)C